C(=CC=CCC)[Sn](CCCC)CCCC hexadienyl-dibutyl-tin